OC=1C=C(C=CC1O)C(C)=O 1-(3,4-dihydroxyphenyl)-ethanone